Racemic-N-(1-(6,7-difluoro-4-oxo-3,4-dihydrophthalazin-1-yl)ethyl)-N-methyl-2,3-dihydro-1H-indene-5-carboxamide FC=1C=C2C(NN=C(C2=CC1F)[C@@H](C)N(C(=O)C=1C=C2CCCC2=CC1)C)=O |r|